6-bromo-1-(4-methoxybenzyl)-3,4-dihydroquinolin-2-one BrC=1C=C2CCC(N(C2=CC1)CC1=CC=C(C=C1)OC)=O